ethyl (R)-2-(6-(1-((tert-butoxycarbonyl) amino) ethyl)-1H-pyrrolo[2,3-b]pyridin-2-yl)-5-methoxy-3-methylimidazo[1,2-a]pyridine-7-carboxylate C(C)(C)(C)OC(=O)N[C@H](C)C1=CC=C2C(=N1)NC(=C2)C=2N=C1N(C(=CC(=C1)C(=O)OCC)OC)C2C